CS(=O)(=O)CC1=NC=CC(=C1)NC=1N=CC2=C(N1)CN(CC2)C(=O)OC(C)(C)C tert-butyl 2-((2-((methylsulfonyl)methyl) pyridin-4-yl) amino)-5,8-dihydropyrido[3,4-d]pyrimidine-7(6H)-carboxylate